1-(3-bicyclo[1.1.1]pentanyl)-3-(2-chloroethyl)urea C12CC(C1)(C2)NC(=O)NCCCl